FC=1C=CC(=NC1)OCC1N(C2CC(C1C)C2)C(=O)C2=NC(=CC=C2N2N=CC=N2)C 3-{[(5-Fluoropyridin-2-yl)oxy]methyl}-4-methyl-2-[6-methyl-3-(2H-1,2,3-triazol-2-yl)pyridin-2-carbonyl]-2-azabicyclo[3.1.1]heptan